1-(3-(5-(3-amino-5-methyl-1H-indazol-4-yl)-1H-benzo[d]imidazol-1-yl)azetidin-1-yl)prop-2-en-1-one NC1=NNC2=CC=C(C(=C12)C1=CC2=C(N(C=N2)C2CN(C2)C(C=C)=O)C=C1)C